O[C@@H]1CC(N(C[C@@H]1O)C(=O)C=1C2=C(N(N1)C1=CSC=C1)C=1C=C(C(=CC1OC2)OC)C2=NN(C=C2)C)(C)C ((4R,5S)-4,5-dihydroxy-2,2-dimethylpiperidin-1-yl)(7-methoxy-8-(1-methyl-1H-pyrazol-3-yl)-1-(thiophen-3-yl)-1,4-dihydrochromeno[4,3-c]pyrazol-3-yl)methanone